ClC=1C(=NC(=NC1)NC1CCOCC1)C1=CC=C2CN(C(C2=C1)=O)CC(=O)NC(C)C1=NN(C=C1)CC 2-(6-{5-chloro-2-[(oxacyclohex-4-yl)amino]pyrimidin-4-yl}-1-oxo-2,3-dihydro-1H-isoindol-2-yl)-N-[1-(1-ethyl-1H-pyrazol-3-yl)ethyl]acetamide